8-fluoro-4-hydrazineyl-5,9-dihydro-3H-pyrimido[5,4-b]indole FC=1CC2=C3C(NC2=CC1)=C(NC=N3)NN